methyl (E)-3-(3-(N-(4-(1,2,3,4-tetrahydroquinoxalin-6-yl)benzyl)cyclohexanecarboxamido)phenyl)acrylate N1CCNC2=CC(=CC=C12)C1=CC=C(CN(C(=O)C2CCCCC2)C=2C=C(C=CC2)/C=C/C(=O)OC)C=C1